5-fluoro-2-((4-fluorophenyl)(piperazin-1-yl)methyl)phenol FC=1C=CC(=C(C1)O)C(N1CCNCC1)C1=CC=C(C=C1)F